ethyl 5-bromo-1H-pyrazole-4-carboxylate BrC1=C(C=NN1)C(=O)OCC